(R)-N-(5-((3-((5-fluoro-4-methylpyrimidin-2-yl)methyl)pyrrolidin-1-yl)methyl)thiazol-2-yl)acetamide tert-Butyl-6-cyano-2,3-dihydro-1H-pyrrolo[3,2-c]pyridine-1-carboxylate C(C)(C)(C)OC(=O)N1CCC=2C=NC(=CC21)C#N.FC=2C(=NC(=NC2)C[C@@H]2CN(CC2)CC2=CN=C(S2)NC(C)=O)C